N[C@@H]1[C@H](NC[C@H]1OC)C (2R,3R,4R)-3-amino-4-methoxy-2-methylpyrrolidin